FC(C1=CC(=C(C=O)C=C1)N1CCOCC1)(F)F 4-(trifluoromethyl)-2-morpholinylbenzaldehyde